(5S)-6-[4-(3-hydroxy-3-methylazetidin-1-yl)-3-(trifluoromethyl)phenyl]-5-methyl-4,5-dihydro-1,2,4-triazin-3(2H)-one OC1(CN(C1)C1=C(C=C(C=C1)C=1[C@@H](NC(NN1)=O)C)C(F)(F)F)C